N-Methylmorpholon CN1C(COCC1)=O